N-(tert-butoxycarbonyl)-2-chloro-3,4-bis((4-methoxybenzyl)oxy)benzamide C(C)(C)(C)OC(=O)NC(C1=C(C(=C(C=C1)OCC1=CC=C(C=C1)OC)OCC1=CC=C(C=C1)OC)Cl)=O